NCC=1C=2N(C=C(C1)C1CC1)C=C(N2)CN2N=NC(=C2)C(=O)N 1-((8-(aminomethyl)-6-cyclopropylimidazo[1,2-a]pyridin-2-yl)methyl)-1H-1,2,3-triazole-4-carboxamide